The molecule is a monohydroxypyridine and a member of methylpyridines. It derives from a cinchomeronic acid. It is a conjugate acid of a 5-hydroxy-6-methylpyridine-3,4-dicarboxylate and a 5-oxido-6-methylpyridinium-3,4-dicarboxylate. CC1=NC=C(C(=C1O)C(=O)O)C(=O)O